2-Amino-5-bromo-3-methylpyridine NC1=NC=C(C=C1C)Br